CCCCCCCC normaloctane